CC1=CNC2=NC=C(C=C21)C=2C=C1CCN(CC1=C(C2)[C@H]2N(CCC2)C(=O)OC(C)(C)C)C2=CC=CC=C2 tert-butyl (S)-2-(6-3-Methyl-1H-pyrrolo[2,3-b]pyridin-5-yl-2-phenyl-3,4-dihydro-1H-isoquinolin-8-yl)pyrrolidine-1-carboxylate